C(C)(C)(C)O[C@H](C(=O)O)C1=C(C2=C(N=C(S2)C=2C=C3C(=NN(C3=CC2)C)C2CCN(CC2)C2CN(C2)C(=O)C2CC2)C=C1C)C1=CC=C(C=C1)Cl (S)-2-(tert-butoxy)-2-(7-(4-chlorophenyl)-2-(3-(1-(1-(cyclopropanecarbonyl)azetidin-3-yl)piperidin-4-yl)-1-methyl-1H-indazol-5-yl)-5-methylbenzo[d]thiazol-6-yl)acetic acid